O=C1OC2=CC(=CC=C2C(=C1)C1=CC=CC=C1)OC(C(=O)N)C 2-[(2-oxo-4-phenyl-2H-chromen-7-yl)oxy]propionamide